5,5'-((2-(benzyloxy)propane-1,3-diyl)bis(oxy))bis(2,2-dimethyl-1,3-dioxane) C(C1=CC=CC=C1)OC(COC1COC(OC1)(C)C)COC1COC(OC1)(C)C